O=C1CCC(N1)CNCC=1N=C2N(C(C1)=O)C=CC=C2 ((((5-oxopyrrolidin-2-yl)methyl)amino)methyl)-4H-pyrido[1,2-a]pyrimidin-4-one